4a,9a-dimethyl-2,3,4,4a,9,9a-hexahydro-1H-carbazole CC12CCCCC2(NC2=CC=CC=C12)C